C(C)(=O)NCCS(=O)(=O)O acetyl-taurine